C(CC)N1N=CC(=C1)C=1C=C(C=CC1)C=1N=C(CNC1)C(=O)O 5-(3-(1-propyl-1H-pyrazol-4-yl)phenyl)-1H-pyrazine-3-carboxylic acid